(S)-3,3,3-trifluoro-2-hydroxy-2-methylpropyl 4-methylbenzenesulfonate CC1=CC=C(C=C1)S(=O)(=O)OC[C@](C(F)(F)F)(C)O